3-acetyl-1-(2-((2-((3-chloro-2-fluorobenzyl)amino)-2-oxoethyl)(cyclopropyl)amino)-2-oxoethyl)-N-cyclopropyl-1H-indole-5-carboxamide C(C)(=O)C1=CN(C2=CC=C(C=C12)C(=O)NC1CC1)CC(=O)N(C1CC1)CC(=O)NCC1=C(C(=CC=C1)Cl)F